3-[3-(4-piperidinyloxy)phenyl]piperidine-2,6-dione N1CCC(CC1)OC=1C=C(C=CC1)C1C(NC(CC1)=O)=O